C(C)(C)(C)OC(NS(=O)(=O)N1C[C@H](CCC1)SC1=NON=C1C1=NOC(N1C1=CC(=C(C=C1)F)Br)=O)=O (S)-(3-((4-(4-(3-bromo-4-fluorophenyl)-5-oxo-4,5-dihydro-1,2,4-oxadiazol-3-yl)-1,2,5-oxadiazol-3-yl)thio)piperidin-1-yl)sulfonylcarbamic acid tert-butyl ester